6-(3-Fluoro-5-isobutoxyphenyl)-N-(1H-pyrazol-5-ylsulfonyl)-2-(2,2,3-trimethylpyrrolidin-1-yl)pyridin-3-carboxamid FC=1C=C(C=C(C1)OCC(C)C)C1=CC=C(C(=N1)N1C(C(CC1)C)(C)C)C(=O)NS(=O)(=O)C1=CC=NN1